[(1,2,3,5,6,7-hexahydro-s-indacen-4-yl)carbamoyl][(1-methyl-1H-pyrazol-4-yl)({[(2S)-oxolan-2-yl]methyl})sulfamoyl]azanide C1CCC2=C(C=3CCCC3C=C12)NC(=O)[N-]S(N(C[C@H]1OCCC1)C=1C=NN(C1)C)(=O)=O